[Zn].[Mg].[Ga] gallium-magnesium-zinc